C(C)(C)(C)NC(=O)C1=NC=CC(=C1)NC(NCC1=CC=C(C=C1)Cl)=O N-tert-butyl-4-[(4-chlorophenyl)methylcarbamoylamino]pyridine-2-carboxamide